N-(4-fluorophenyl)-N-methyl-6-nitroquinolin-2-amine FC1=CC=C(C=C1)N(C1=NC2=CC=C(C=C2C=C1)[N+](=O)[O-])C